2-Amino-6-cyano-6-(cyclobutylmethyl)-7-oxo-4,5,6,7-tetrahydrobenzo[b]thiophene-3-carboxylic acid NC1=C(C2=C(S1)C(C(CC2)(CC2CCC2)C#N)=O)C(=O)O